Monosodium D-glucoheptonate C([C@H]([C@H]([C@@H]([C@H](C(C(=O)[O-])O)O)O)O)O)O.[Na+]